FC1=CC(=C(C=C1C(NC1=CC(=NC=C1)C(F)(F)F)=O)NC(=O)C1=CN=C(S1)C)C N-[4-Fluoro-2-methyl-5-[[2-(trifluoromethyl)pyridin-4-yl]carbamoyl]phenyl]-2-methyl-1,3-thiazole-5-carboxamide